N-Sulfanilyl-3,4-xylamid S(=O)(C1=CC=C(C=C1)N)(=O)NC(=O)C1=CC(=C(C=C1)C)C